C(C)(C)(C)OC(NC(C(NCC1=CC=C(C=C1)C1=CC=C(C=C1)C(F)(F)F)=O)CCC)=O (1-oxo-1-(((4'-(trifluoromethyl)-[1,1'-biphenyl]-4-yl)methyl)amino)pent-2-yl)carbamic acid tert-butyl ester